C(C)OC(CCC(=O)C1=NC2=CC(=CC=C2C(=C1O)C#N)C1=C(C=CC=C1)C(C)C)=O 4-[4-Cyano-3-hydroxy-7-(2-isopropyl-phenyl)-quinolin-2-yl]-4-oxo-butyric acid ethyl ester